OC1=CC=C(C=C1)C(C)(C)C p-hydroxytert-butylbenzene